N=1N(N=C2C1C=CC=C2)C2=C(C=CC=C2C(C)(C)C)O 2-(2H-benzotriazole-2-yl)-3-t-butylphenol